1-(2,4-dimethylphenyl)-1-ethanone CC1=C(C=CC(=C1)C)C(C)=O